C(C)(C)C1=NC(=CC(=C1NC(=O)N=S(=O)(N)C=1C=NN2C1OCCC2)C(C)C)OC N'-((2,4-diisopropyl-6-methoxypyridin-3-yl)carbamoyl)-6,7-dihydro-5H-pyrazolo[5,1-b][1,3]oxazine-3-sulfonimidamide